Methyl 2-(chloromethyl)-3-(cyclobutylmethyl)-1,3-benzodiazole-5-carboxylate ClCC=1N(C2=C(N1)C=CC(=C2)C(=O)OC)CC2CCC2